SCCC1(C(C(=CC=C1)C1=CC=CC=C1)C(=O)O)C(=O)O 3-(2-mercaptoethyl)biphenyl-2,3-dicarboxylic acid